CC(C[C@@H]1C(NC(N1)=O)=O)C (5R)-5-(2-methylpropyl)imidazolidine-2,4-dione